C(C(C)C)(=O)OC=1C(=NC=CC1OC)C(N[C@@H](C)C1=NC(=NO1)C(C1=CC=CC=C1)C1=CC=CC=C1)=O (S)-2-((1-(3-benzhydryl-1,2,4-oxadiazol-5-yl)ethyl)carbamoyl)-4-methoxypyridin-3-yl isobutyrate